4-phenylnicotinonitrile C1(=CC=CC=C1)C1=CC=NC=C1C#N